(3R,5R)-5-(3-((2-(methoxymethyl) pyrazolo[1,5-a]pyrazin-4-yl)amino)-1H-pyrazol-5-yl)tetrahydrofuran-3-yl ((R)-1-(3-methyloxetan-3-yl)ethyl)carbamate CC1(COC1)[C@@H](C)NC(O[C@H]1CO[C@H](C1)C1=CC(=NN1)NC=1C=2N(C=CN1)N=C(C2)COC)=O